[Si](C1=CC=CC=C1)(C1=CC=CC=C1)(C(C)(C)C)O[C@H](CC=O)C (S)-3-((tert-butyldiphenylsilyl)oxy)butanal